C1(=CC=CC=C1)[C@@H](C1CCN(CC1)C(=O)C=1C=CC2=C(NC(CO2)=O)C1)C1=CC=C(C=C1)C |o1:6| 6-[4-[(R or S)-Phenyl(p-tolyl)methyl]piperidine-1-carbonyl]-4H-1,4-benzoxazin-3-one